ClC=1N(C(C=CC1C(=O)OC)=O)C methyl 2-chloro-1-methyl-6-oxo-1,6-dihydropyridine-3-carboxylate